O1C2=C(OCC1)C=C(C=C2)C2=CC=C(C=C2)S(=O)(=O)N2CCC(CC2)NC2=NC=C(C=C2)C(F)(F)F N-(1-((4-(2,3-dihydrobenzo[b][1,4]dioxin-6-yl)phenyl)sulfonyl)piperidin-4-yl)-5-(trifluoromethyl)pyridin-2-amine